FCC(=O)N(CC(=O)N)NC(=O)[C@H]1N(CCC1)C(=O)C1(CC1)C1=CC=C(C=C1)Cl 2-[(2-Fluoroacetyl)-[[(2S)-1-[1-(4-chlorophenyl)cyclopropancarbonyl]pyrrolidin-2-carbonyl]amino]amino]acetamid